C1CNCCC12CCNCC2 3,9-diazaspiro-[5.5]undecane